allylphenyl ether sulfate ammonium salt [NH4+].S(=O)(=O)([O-])[O-].C(C=C)OC1=CC=CC=C1.[NH4+]